N-[2-(6-bromo-2-pyridyl)-2-(1-methylpyrazol-4-yl)propyl]-5-(2,4-difluorophenyl)-1,3,4-thiadiazole-2-carboxamide BrC1=CC=CC(=N1)C(CNC(=O)C=1SC(=NN1)C1=C(C=C(C=C1)F)F)(C)C=1C=NN(C1)C